O=C1SC2=C(N1CC(=O)O)C=CC=C2 2-(2-oxobenzo[d]thiazol-3(2H)-yl)acetic acid